SC(CCCCC(=O)O)CCSC(C1=CC=CC=C1)(C1=CC=CC=C1)C1=CC=CC=C1 6-mercapto-8-(triphenylmethylthio)caprylic acid